C[Al](C(C)C)C(C)C methyldiisopropylaluminum